E-caryophyllene C/C/1=C\CCC(=C)[C@H]2CC([C@@H]2CC1)(C)C